C(CCC(=O)O)(=O)N[C@@H](CC(=O)O)C(=O)O |r| N-succinyl-DL-aspartic acid